m-fluoro-cinnamaldehyde FC=1C=C(C=CC=O)C=CC1